(R)-2-methyl-N-((1-(phenylsulfonyl)-1H-indol-2-yl)methylene)propane-2-sulfinamide CC(C)(C)[S@@](=O)N=CC=1N(C2=CC=CC=C2C1)S(=O)(=O)C1=CC=CC=C1